CC=1NC=2N(C(C1C1=CC=C(C=C1)OC1=CC=C(C=C1)OC(F)(F)F)=O)N=C(N2)SC 5-methyl-2-(methylthio)-6-(4-(4-(trifluoromethoxy)phenoxy)phenyl)-[1,2,4]triazolo[1,5-a]pyrimidin-7(4H)-one